C1(CC1)C=1N=NN(C1)[C@H](C(=O)N1[C@@H](C[C@H](C1)O)C(=O)NCC1=C(C=C(C=C1)OCCC)OC(F)F)C(C)(C)C (2S,4R)-1-[(2S)-2-(4-cyclopropyltriazol-1-yl)-3,3-dimethyl-butanoyl]-N-[[2-(difluoromethoxy)-4-propoxy-phenyl]methyl]-4-hydroxy-pyrrolidine-2-carboxamide